Chloro[2-methyl-4-(3,5-di-tert-butylphenyl)-1,5,6,7-tetrahydro-s-indacen-1-yl]dimethylsilane Cl[Si](C)(C)C1C(=CC2=C(C=3CCCC3C=C12)C1=CC(=CC(=C1)C(C)(C)C)C(C)(C)C)C